trans-(cyclopropane-1,2-diyl)dimethanol [C@@H]1([C@@H](C1)CO)CO